1-(4-(4-((4-(3-Fluoro-4-hydroxyphenyl)-5-methylpyrimidin-2-yl)amino)-1H-pyrazol-1-yl)piperidin-1-yl)ethanone FC=1C=C(C=CC1O)C1=NC(=NC=C1C)NC=1C=NN(C1)C1CCN(CC1)C(C)=O